{3-[4-(1-butyl-2-oxo-1,2-dihydropyridin-4-yl)-6-oxo-1,6-dihydropyrimidin-2-yl]-4-chlorobenzyl}isobutyramide C(CCC)N1C(C=C(C=C1)C=1N=C(NC(C1)=O)C=1C=C(CC(C(=O)N)(C)C)C=CC1Cl)=O